2-[(3,4-dimethoxyphenyl)methyl]-1,3-benzothiazole COC=1C=C(C=CC1OC)CC=1SC2=C(N1)C=CC=C2